methyl (2S,5R)-5-((tert-butoxycarbonyl)amino)tetrahydro-2H-pyran-2-carboxylate C(C)(C)(C)OC(=O)N[C@@H]1CC[C@H](OC1)C(=O)OC